tert-Butyl (2S,4R)-4-(4-bromo-5-methylpyrazol-1-yl)-2-methylpyrrolidine-1-carboxylate BrC=1C=NN(C1C)[C@@H]1C[C@@H](N(C1)C(=O)OC(C)(C)C)C